NC1=NC(=CC(=N1)N1CCC2(C[C@H](NC2)C(=O)OCC)CC1)O[C@@H](C(F)(F)F)C1=C(C=C(C=C1)Cl)C1=CC(=CC=C1)OC (S)-ethyl 8-(2-amino-6-((R)-1-(5-chloro-3'-methoxy-[1,1'-biphenyl]-2-yl)-2,2,2-trifluoroethoxy)pyrimidin-4-yl)-2,8-diazaspiro[4.5]decane-3-carboxylate